Cl.ClC1=CC(=C(C=C1)[C@H](C(F)(F)F)OC=1C2=C(N=CN1)C(=CS2)C2NC(CC21CC=CCC1)C(=O)O)C=1COCCC1 (4-((R)-1-(4-chloro-2-(5,6-dihydro-2H-pyran-3-yl)phenyl)-2,2,2-trifluoroethoxy)thieno[3,2-d]pyrimidin-7-yl)-2-azaspiro[4.5]dec-7-ene-3-carboxylic acid hydrochloride